C3-(5-Bromo-3-(methoxymethoxy)pyridin-2-yl)-6-(((3R,4S)-3-fluoro-2,2,6,6-tetramethylpiperidin-4-yl)oxy)pyridazine BrC=1C=C(C(=NC1)C=1N=NC(=CC1)O[C@@H]1[C@@H](C(NC(C1)(C)C)(C)C)F)OCOC